ClC1=CC(=NC(=C1)N(CC)C1CCC1)NC1=CC=C(C(=O)O)C=C1 4-(4-Chloro-6-(cyclobutyl-(ethyl)amino)pyridinylamino)benzoic acid